tert-butyl (2R,4R)-2-(((S)-1-((4-((Z)-N'-hydroxycarbamimidoyl)benzyl)amino)-1-oxopropan-2-yl)carbamoyl)-4-phenylpyrrolidine-1-carboxylate O\N=C(/N)\C1=CC=C(CNC([C@H](C)NC(=O)[C@@H]2N(C[C@H](C2)C2=CC=CC=C2)C(=O)OC(C)(C)C)=O)C=C1